C(C)(C)(C)OC(=O)N1C[C@@H](CC1)NCCC1=CC=CC=C1 (R)-3-(phenethylamino)pyrrolidine-1-carboxylic acid tert-butyl ester